methyl (S)-4-(6-(2,5-difluorophenyl)-4-((3-(trifluoromethyl)phenyl)sulfonyl)-3,4-dihydro-2H-benzo[b][1,4]oxazin-2-yl)-2-oxobutanoate FC1=C(C=C(C=C1)F)C1=CC2=C(O[C@H](CN2S(=O)(=O)C2=CC(=CC=C2)C(F)(F)F)CCC(C(=O)OC)=O)C=C1